(±)-4-methyl-octanoic acid C[C@@H](CCC(=O)O)CCCC |r|